1,3-dimethoxy-N-methylpropan-2-amine COCC(COC)NC